O[C@H](COC=1C=C(C=CC1)S(=O)(=O)NCC1CNCCC1)CNC1COC2(C1)CCN(CC2)S(=O)(=O)C2=CC1=CC=CC=C1C=C2 3-((2S)-2-hydroxy-3-(8-(naphthalen-2-ylsulfonyl)-1-oxa-8-azaspiro[4.5]decan-3-ylamino)propoxy)-N-(piperidin-3-ylmethyl)benzenesulfonamide